6-(cyclopropoxy)-3-fluoro-4-methyl-2-(2-methylpyrazol-3-yl)benzonitrile C1(CC1)OC1=CC(=C(C(=C1C#N)C=1N(N=CC1)C)F)C